COC1=CC2=C(CCNC=C2)C=C1OC 7,8-dimethoxy-1,3-dihydro-2H-3-benzoazepine